2-[2-[(6-propoxy-1,3-benzothiazol-2-yl)methylcarbamoyl]indan-2-yl]acetic acid C(CC)OC1=CC2=C(N=C(S2)CNC(=O)C2(CC3=CC=CC=C3C2)CC(=O)O)C=C1